N-cyclopropyl-2-(difluoromethoxy)-4-[7-(1-fluoro-1-methyl-ethyl)imidazo[1,2-a]pyridin-3-yl]-6-methoxy-benzamide C1(CC1)NC(C1=C(C=C(C=C1OC)C1=CN=C2N1C=CC(=C2)C(C)(C)F)OC(F)F)=O